N-(4-((5-methyl-4-((5-methyl-1H-pyrazol-3-yl)amino)-6-morpholinopyrimidin-2-yl)thio)phenyl)acetamide CC=1C(=NC(=NC1N1CCOCC1)SC1=CC=C(C=C1)NC(C)=O)NC1=NNC(=C1)C